ClC1=C(C(=CC=C1Cl)OC)[C@H]1C[C@H]2CC(CC(N2C1)=O)CNC (2R,8aR)-2-(2,3-dichloro-6-methoxyphenyl)-7-[(methylamino)methyl]-hexahydro-1H-indolizin-5-one